2-(3,4-difluorophenoxy)acetic acid FC=1C=C(OCC(=O)O)C=CC1F